ClC=1C=C(C(=NC1)N1C([C@@H](N(C(C1)=O)CC1=CC=C(C=C1)Cl)C12CC(C1)(C2)C(=O)N)=O)F (S)-3-(4-(5-chloro-3-fluoropyridin-2-yl)-1-(4-chlorobenzyl)-3,6-dioxopiperazin-2-yl)bicyclo[1.1.1]pentane-1-carboxamide